3,3-DIFLUORO-2-OXOINDOLIN FC1(C(NC2=CC=CC=C12)=O)F